ClC1=CC=C(CNC(C(=O)NC2=C(C=C(OC3CN(C3)C(=O)OC(C)(C)C)C=C2)C(=O)OC)=O)C=C1 tert-butyl 3-(4-(2-((4-chlorobenzyl)amino)-2-oxoacetamido)-3-(methoxycarbonyl)-phenoxy)azetidine-1-carboxylate